COC(CCCC#CC=1C=NC(=NC1)SC)=O 6-(2-(methylthio)pyrimidin-5-yl)hex-5-ynoic acid methyl ester